[Ir].CC=1C=C(C=C(C1)C)C1=NC=CC2=C(C=C(C=C12)CC(C)C)CC(C)C 1-(3,5-dimethylphenyl)-5,7-diisobutylisoquinoline iridium